methoxydiPropylene glycol COCC(COC(C)CO)O